C(C1=CC=CC=C1)OC(=O)N1C(CC(C1)OC(C)(C)C)COS(=O)(=O)C 4-(tert-butoxy)-2-(((methylsulfonyl)oxy)methyl)pyrrolidine-1-carboxylic acid benzyl ester